ClC1=CC=C(C=C1)N1N=NC(=C1COC1=CC=C(N=N1)N1CC(NCC1)=O)C 4-(6-((1-(4-Chlorophenyl)-4-methyl-1H-1,2,3-triazol-5-yl)methoxy)pyridazin-3-yl)piperazin-2-one